CC1(CNCCC1)C(=O)N(CC(NC=1C=C2C[C@]3(C(NC4=NC=CC=C43)=O)CC2=CC1)=O)CC1=C(C=CC=C1)CNC 3-methyl-N-(2-((methylamino)methyl)benzyl)-N-(2-oxo-2-(((R)-2'-oxo-1,1',2',3-tetrahydrospiro[indene-2,3'-pyrrolo[2,3-b]pyridin]-5-yl)amino)ethyl)piperidine-3-carboxamide